C(C)(C)(C)[Si](OC1(CC(C1)O)C)(C)C 3-[tert-butyl-(dimethyl)silyl]oxy-3-methylcyclobutanol